(2-oxo-4-(2-(4-(trifluoromethoxy)phenoxy)-4-(trifluoromethyl)benzamido)pyridin-1(2H)-yl)methyl dihydrogen phosphate P(=O)(OCN1C(C=C(C=C1)NC(C1=C(C=C(C=C1)C(F)(F)F)OC1=CC=C(C=C1)OC(F)(F)F)=O)=O)(O)O